COC1=C(C(=O)NC)C=CC(=C1)C1=C(N=CS1)C methoxy-N-methyl-4-(4-methylthiazol-5-yl)benzamide